ethyl 2-(3-bromoisoxazol-5-yl)acetate BrC1=NOC(=C1)CC(=O)OCC